5-(5-(benzylthio)-4-methylthiazol-2-yl)-7-(4-bromophenyl)-5,7-diazaspiro[2.5]octan-6-one C(C1=CC=CC=C1)SC1=C(N=C(S1)N1CC2(CC2)CN(C1=O)C1=CC=C(C=C1)Br)C